BrC=1C2=C(C(N(C1)CC1CCOCC1)=O)NN=C2 4-bromo-6-(tetrahydropyran-4-ylmethyl)-1H-pyrazolo[3,4-c]Pyridin-7-one